C(CCCC)OC(NC1=CC=CC=C1)=O N-phenyl-carbamic acid pentyl ester